COC(=O)N1CC=2C3=C(C=CC2CC1)N(C(=N3)C3CC(CCC3)C(=O)O)[C@H](CC3=CC=CC=C3)C 3-[8-(methoxycarbonyl)-3-[(2S)-1-phenylpropan-2-yl]-3H,6H,7H,8H,9H-imidazo[4,5-h]isoquinolin-2-yl]cyclohexane-1-carboxylic acid